N'-(3-diphenylphosphorylcarbonyl-2,4,6-trimethyl-phenyl)N-[2-(ethylamino)ethyl]oxamide C1(=CC=CC=C1)P(=O)(C1=CC=CC=C1)C(=O)C=1C(=C(C(=CC1C)C)NC(C(NCCNCC)=O)=O)C